COC(C(CC(F)F)C1=C(C2=C(NC(=N2)[C@@H](NC(C2=C(C=CC=C2)F)=O)C2CCC(CC2)(F)F)C=C1)F)=O 2-(2-{(S)-(4,4-Difluorocyclohexyl)[(2-fluorobenzoyl)amino]methyl}-4-fluoro-1H-benzimidazol-5-yl)-4,4-difluorobutanoic acid methyl ester